N-(3,3-difluorocyclobutyl)-6-(3-(1,3-dimethyl-1H-pyrazol-4-yl)-7,8-dihydro-1,6-naphthyridin-6(5H)-yl)-5-methylnicotinamide FC1(CC(C1)NC(C1=CN=C(C(=C1)C)N1CC=2C=C(C=NC2CC1)C=1C(=NN(C1)C)C)=O)F